N2-[4-oxo-4-[4-(4-oxo-8-phenyl-4H-1-benzopyran-2-yl)morpholin-4-ium-4-ylmethoxy]butyryl]-L-arginyl-glycyl-L-aspartyl-L-serine O=C(CCC(=O)N[C@@H](CCCNC(N)=N)C(=O)NCC(=O)N[C@@H](CC(=O)O)C(=O)N[C@@H](CO)C(=O)O)OC[N+]1(CCOCC1)C=1OC2=C(C(C1)=O)C=CC=C2C2=CC=CC=C2